dichloramine-T CC1C=CC(S(=O)(=O)N(Cl)Cl)=CC=1